C1(=CC=CC2=CC=CC=C12)C1(C(=O)OCCCC1)C1=CC=CC2=CC=CC=C12 α,α-dinaphthyl-ε-caprolactone